5-(2-chlorophenoxy)-3-((3,4-dimethylphenyl)amino)-4H-benzo[e][1,2,4]thiadiazine 1,1-dioxide ClC1=C(OC2=CC=CC3=C2NC(=NS3(=O)=O)NC3=CC(=C(C=C3)C)C)C=CC=C1